ClC1=C(C(=O)NC2(CCC2)C2=CC=C(C=C2)Cl)C=C(C=C1)N1C=NN=C1 2-chloro-N-(1-(4-chlorophenyl)cyclobutyl)-5-(4H-1,2,4-triazol-4-yl)benzamide